ClC1=C(C(C(=O)O)O)C=CC=C1 2-chloromandelic acid